ClC1=NC=C(C(=C1)C1=C(C=NC(=C1)C)C(=O)NC=1SC2=NC(=CC=C2N1)C1CCC(CC1)O)OC 2'-chloro-N-(5-((1s,4s)-4-hydroxycyclohexyl)thiazolo[5,4-b]pyridin-2-yl)-5'-methoxy-6-methyl-[4,4'-bipyridine]-3-carboxamide